ClC1=C(C=CC(=C1)F)/C(=C(/C=1C=C2C(=NNC2=CC1)F)\C1=CC=C(C=C1)/C=C/C(=O)O)/CC (E)-3-(4-((E)-2-(2-chloro-4-fluorophenyl)-1-(3-fluoro-1H-indazol-5-yl)but-1-en-1-yl)phenyl)acrylic acid